Divinylstilben C(=C)C(=C(C1=CC=CC=C1)C=C)C1=CC=CC=C1